triethoxy-[3-chloro-1-(2-chloroethyl)propoxy]silane C(C)O[Si](OC(CCCl)CCCl)(OCC)OCC